4-(2-(6-chloropyridin-3-yl)propan-2-yl)morpholin-3-one ClC1=CC=C(C=N1)C(C)(C)N1C(COCC1)=O